(2R,4S)-1-acetyl-4-(3-(cyclopropylmethoxy)-4-(difluoromethoxy)phenyl)-N-((1-oxoisoindolin-5-yl)methyl)pyrrolidine-2-carboxamide C(C)(=O)N1[C@H](C[C@H](C1)C1=CC(=C(C=C1)OC(F)F)OCC1CC1)C(=O)NCC=1C=C2CNC(C2=CC1)=O